C1(CC1)C1=NC=NC(=C1C1=NC(=CC(=N1)SC)OCC1=CC=C(C=C1)C=1N(C=C(N1)C(F)(F)F)C)OC 2-(4-cyclopropyl-6-methoxy-pyrimidin-5-yl)-4-methylsulfanyl-6-[[4-[1-methyl-4-(trifluoromethyl)imidazol-2-yl]phenyl]methoxy]pyrimidine